(1-fluoro-2-phenylvinyl) (phenyl) sulfide C1(=CC=CC=C1)SC(=CC1=CC=CC=C1)F